CN1C(C2(CC1)CCN(CC2)C=2C=CC(=NC2)C(=O)OC)=O methyl 5-(2-methyl-1-oxo-2,8-diazaspiro[4.5]decan-8-yl)picolinate